C(CCCCCCCCCCCCC)N1C=C(C(C=C1)=O)OCC=C N-tetradecyl-3-(2-propen-1-yloxy)-pyridin-4-one